O1CCN(CC1)C=1C2=C(N=C(N1)CC1=CC(=NN1)C1=CC=CC=C1)C=C(O2)CN2CCCCC2 4-morpholino-2-((3-phenyl-1H-pyrazol-5-yl)methyl)-6-(piperidin-1-ylmethyl)furo[3,2-d]pyrimidine